(4aR,8aS)-6-(3-(4'-Methyl-[1,1'-biphenyl]-4-yl)azetidine-1-carbonyl)hexahydro-2H-pyrido[4,3-b][1,4]oxazin-3(4H)-one CC1=CC=C(C=C1)C1=CC=C(C=C1)C1CN(C1)C(=O)N1C[C@@H]2[C@@H](OCC(N2)=O)CC1